N-(1-phenyl-3,3,3-trifluoro-1-methylpropyl)-8-fluoroquinoline-3-carboxamide C1(=CC=CC=C1)C(CC(F)(F)F)(C)NC(=O)C=1C=NC2=C(C=CC=C2C1)F